ClC1=CC(=C(C=C1)[C@]1(OC2=C(O1)C=CC=C2C2CCN(CC2)CC2=NC1=C(N2C[C@H]2OCC2)C=C(C=C1)C(=O)NS(=O)(=O)C1CC1)C)F 2-((4-((R)-2-(4-chloro-2-fluorophenyl)-2-methylbenzo[d][1,3]dioxol-4-yl)piperidin-1-yl)methyl)-N-(cyclopropylsulfonyl)-1-(((S)-oxetan-2-yl)methyl)-1H-benzo[d]imidazole-6-carboxamide